(S)-tert-butyl 2-(2-(2-cyclopropylphenyl)pyrrolidin-1-yl)-7-azaspiro[3.5]nonane-7-carboxylate C1(CC1)C1=C(C=CC=C1)[C@H]1N(CCC1)C1CC2(C1)CCN(CC2)C(=O)OC(C)(C)C